COC(=O)C=1N=C(SC1CC)Br 2-bromo-5-ethylthiazole-4-carboxylic acid methyl ester